C(=O)O.NCCOCCNC(C1=C(C=C(C=C1)NC=1C=2N(C=CN1)C(=CN2)C=2C(=NN(C2)CCCO)C(F)(F)F)CC)=O N-[2-(2-aminoethoxy)ethyl]-2-ethyl-4-[[3-[1-(3-hydroxypropyl)-3-(trifluoromethyl)pyrazol-4-yl]imidazo[1,2-a]pyrazin-8-yl]amino]benzamide formate